(1S,3S)-3-aminocyclopentyl-carbamic acid tert-butyl ester C(C)(C)(C)OC(N[C@@H]1C[C@H](CC1)N)=O